3-methyl-2-(tributylstannyl)pyridine CC=1C(=NC=CC1)[Sn](CCCC)(CCCC)CCCC